C(C1=CC=CC=C1)O[C@@H](CO[Si](C)(C)C(C)(C)C)CSC(C1=CC=CC=C1)(C1=CC=CC=C1)C1=CC=CC=C1 [(2s)-2-(benzyloxy)-3-[(triphenylmethyl)sulfanyl]propoxy](tert-butyl)dimethylsilane